(S)-3-(1,3-dioxoisoindoline-2-yl)pyrrolidine-1-carboxylic acid tert-butyl ester C(C)(C)(C)OC(=O)N1C[C@H](CC1)N1C(C2=CC=CC=C2C1=O)=O